2,2,7-trifluoro-6-(2,3,5,6-tetrafluoro-4-hydroxyphenyl)-4H-1,4-benzoxazin-3-one FC1(OC2=C(NC1=O)C=C(C(=C2)F)C2=C(C(=C(C(=C2F)F)O)F)F)F